C(C1=CC=CC=C1)OC=1C=C(C(=C(C1)C=1CCN(CC1)C(=O)OC(C)(C)C)C=O)B1OC(C(O1)(C)C)(C)C tert-butyl 4-(5-(benzyloxy)-2-formyl-3-(4,4,5,5-tetramethyl-1,3,2-dioxaborolan-2-yl)phenyl)-3,6-dihydropyridine-1(2H)-carboxylate